CC1=CC=C(C=C1)C(C(=O)O)(C)C.C1(=CC=C(C=C1)C)OC(C(C)C)=O.C12CC(CC(CC1)N2)N2N=CC(=C2)C2=NC1=C(C(=CC=C1N=C2)OC=2C=CC1=C(NC(=N1)C)C2)Cl 2-(1-(8-azabicyclo[3.2.1]oct-3-yl)-1H-pyrazol-4-yl)-8-chloro-7-((2-methyl-1H-benzo[d]imidazol-6-yl)oxy)quinoxaline Para-Cresyl-Isobutyrate ((4-methylphenyl)2-methylpropanoate)